4-(aminomethyl)-6-(5-methylpyridin-3-yl)phthalazin-1(2H)-one NCC1=NNC(C2=CC=C(C=C12)C=1C=NC=C(C1)C)=O